1,2-dihydro-isoquinoline C1NC=CC2=CC=CC=C12